tert-butyl 4-amino-3,3-difluoropyrrole-1-carboxylate NC=1C(CN(C1)C(=O)OC(C)(C)C)(F)F